OC1CCC2(C(N3[C@H](O2)CC[C@H]3C3=CC=CC=C3)=O)CC1 (5'S,7a'R)-4-hydroxy-5'-phenyltetrahydro-3'H-spiro[cyclohexane-1,2'-pyrrolo[2,1-b]oxazol]-3'-one